sodium β-isodecylaminopropionate C(CCCCCCC(C)C)NCCC(=O)[O-].[Na+]